C(C)S(=O)(=O)N1CC(C1)(N1N=CC(=C1)N1C(=NC=2C1=C1C(=NC2)NC=C1)C=1SC(=CC1)C)CC#N 2-(1-(Ethyl-sulfonyl)-3-(4-(2-(5-methylthien-2-yl)imidazo[4,5-d]pyrrolo[2,3-b]pyridin-1(6H)-yl)-1H-pyrazol-1-yl)azetidin-3-yl)acetonitrile